6-(4-Amino-4-(2-methoxyphenyl)piperidin-1-yl)-3-bromo-1H-pyrazolo[3,4-d]pyrimidine-4-carbonitrile NC1(CCN(CC1)C1=NC(=C2C(=N1)NN=C2Br)C#N)C2=C(C=CC=C2)OC